{3-[(1,3-benzothiazol-2-yl)amino]-4-methyl-5H,6H,7H,8H-pyrido[2,3-C]pyridazin-8-yl}-5-(3-{2-fluoro-4-[2-(methylamino)ethyl]phenoxy}propyl)-1,3-thiazole-4-carboxylic acid S1C(=NC2=C1C=CC=C2)NC2=C(C1=C(N=N2)N(CCC1)C=1SC(=C(N1)C(=O)O)CCCOC1=C(C=C(C=C1)CCNC)F)C